FC(C1=C(C=NN1C1CCC(CC1)CO)[N+](=O)[O-])F ((1r,4r)-4-(5-(difluoromethyl)-4-nitro-1H-pyrazol-1-yl)cyclohexyl)methanol